C(C)C1(COC1)COC1=CC=C(C=C1)CC1=CC=C(C=C1)OCC1(COC1)CC bis[4-{(3-Ethyloxetan-3-yl)methoxy}phenyl]Methane